OC1=C(C=C(C=O)C=C1)OC 4-HYDROXY-3-METHOXYBENZALDEHYDE